C(C)OC1=NC=CC=C1C1=NC=2CN(CC3(C2C=C1)CCN(CC3)C=3C(=NC(=CC3)OC)C(F)(F)F)C(=O)OC3CN(C3)C(=O)OC(C)(C)C 1-(tert-butoxycarbonyl)azetidin-3-yl 2'-(2-ethoxypyridin-3-yl)-1-(6-methoxy-2-(trifluoromethyl)pyridin-3-yl)-6'H-spiro[piperidine-4,5'-[1,7]naphthyridine]-7'(8'H)-carboxylate